C(C)OC(=O)N1CN=CC2=CC=CC=C12 quinazoline-1(2H)-carboxylic acid ethyl ester